3-(4-((2-(4-chloro-1-isopropyl-1H-pyrazol-5-yl)-5-oxo-6,7-dihydropyrazolo[1,5-a]pyrimidin-4(5H)-yl)methyl)phenyl)-1-methyl-1H-pyrazole-4-carbonitril ClC=1C=NN(C1C1=NN2C(N(C(CC2)=O)CC2=CC=C(C=C2)C2=NN(C=C2C#N)C)=C1)C(C)C